6-methyl-1,4-dihydro-9,10-anthraquinone CC=1C=C2C(C=3CC=CCC3C(C2=CC1)=O)=O